(1S,3S,5S)-N-((3-aminobenzo[d]isoxazol-5-yl)methyl)-5-methyl-2-((4-phenoxybenzoyl)glycyl)-2-azabicyclo[3.1.0]hexane-3-carboxamide NC1=NOC2=C1C=C(C=C2)CNC(=O)[C@H]2N([C@H]1C[C@]1(C2)C)C(CNC(C2=CC=C(C=C2)OC2=CC=CC=C2)=O)=O